CC1=C(C=CC(=C1)O)N1N=C2C(=N1)C=CC=C2 2-(2-methyl-4-hydroxyphenyl)benzotriazole